1-methyl-3-((4-(5-(trifluoromethyl)-1,2,4-oxadiazol-3-yl)benzyl)oxy)-1H-pyrazole-5-carboxylic acid CN1N=C(C=C1C(=O)O)OCC1=CC=C(C=C1)C1=NOC(=N1)C(F)(F)F